N-{(1R)-1-[5-(1-ethyl-1H-pyrazole-3-carbonyl)-5,6,7,8-tetrahydro-1,5-naphthyridin-2-yl]ethyl}-4-fluorobenzamide C(C)N1N=C(C=C1)C(=O)N1C=2C=CC(=NC2CCC1)[C@@H](C)NC(C1=CC=C(C=C1)F)=O